NC1=C2N=CN(C2=NC(=N1)N/N=C/C1=CC=C(C=C1)N(C1=CC=CC=C1)C1=CC=CC=C1)[C@@H]1O[C@@H]([C@H]([C@H]1O)O)CO (2R,3R,4S,5R)-2-{6-amino-2-{2-[(E)-4-(diphenylamino)benzylidene]hydrazino}-9H-purin-9-yl}-5-(hydroxymethyl)tetrahydrofuran-3,4-diol